2-chloro-4-(1-(1-(2-hydroxy-3-methyl-2-(trifluoromethyl)butanoyl)piperidin-4-yl)azetidin-3-ylamino)-N,N-dimethylbenzamide ClC1=C(C(=O)N(C)C)C=CC(=C1)NC1CN(C1)C1CCN(CC1)C(C(C(C)C)(C(F)(F)F)O)=O